C(C)OCOC1=C(C2=CC=CC=C2C=C1)CC1=C(C=CC2=CC=CC=C12)OCC1CCNCC1 4-(((1-((2-(ethoxymethoxy)naphthalen-1-yl)methyl)naphthalen-2-yl)oxy)methyl)piperidine